C(O)N1N=NCC1 methyloltriazolin